1,3-di-tert-butylimidazolium bicarbonate C([O-])(O)=O.C(C)(C)(C)N1C=[N+](C=C1)C(C)(C)C